NCCOCCOCCOCCOCCC(=O)N1C=C([C@H]2[C@H](O)[C@H](O)[C@@H](CO)O2)C(NC1=O)=O 1-[3-(2-[2-[2-(2-Aminoethoxy)-ethoxy]-ethoxy]-ethoxy)-propionyl]pseudouridine